N-ethyl-2-methylsulfanyl-ethanamine C(C)NCCSC